(2S,3R,4R,5S)-N-(2-(1-Cyanocyclopropyl)pyridin-4-yl)-3-(3,4-difluoro-2-methoxyphenyl)-4,5-dimethyl-5-(trifluoromethyl)tetrahydrofuran-2-carboxamide C(#N)C1(CC1)C1=NC=CC(=C1)NC(=O)[C@H]1O[C@@]([C@@H]([C@@H]1C1=C(C(=C(C=C1)F)F)OC)C)(C(F)(F)F)C